C(=O)[O-].C[NH+]1CCOCC1 4-methylmorpholin-4-ium formate